N1=CN=C(C=C1)C1=C(C(=O)OCC)C=CC=C1 ethyl 2-(pyrimidin-4-yl)benzoate